COC=1C=C2C(=NC(=NC2=CC1)C)SCC=O 2-((6-methoxy-2-methylquinazolin-4-yl)thio)ethan-1-one